C(C)(C)(C)C1N(CCC(C1)(O)C=1C=NC(=CC1)N)C(=O)OCCC1=CC=C(C=N1)C=1C(=NC(=CC1)OCC1=CC=CC=C1)OCC1=CC=CC=C1 2-(2',6'-bis(benzyloxy)-[3,3'-bipyridin]-6-yl)ethan-1-ol tert-butyl-4-(6-aminopyridin-3-yl)-4-hydroxypiperidine-1-carboxylate